C1CCC=2C(=NC=3C=CC=CC3C21)N 2,3-Dihydro-1H-cyclopenta[c]quinolin-4-amine